The molecule is a dicarboxylic acid that is cis,cis-muconic acid in which the hydrogens at position 3 is substituted by a methyl group. It derives from a cis,cis-muconic acid. C/C(=C/C(=O)O)/C=C\\C(=O)O